F[C@@H]1[C@@]2(C1)CN(C(C1=CC=C(C=C12)C(F)(F)F)=O)CC(=O)OC methyl 2-[(2's,4r)-2'-fluoro-1-oxo-6-(trifluoromethyl)spiro[3H-isoquinoline-4,1'-cyclopropane]-2-yl]acetate